N-[1-({1-[(methylsulfanyl)methyl]cyclobutyl}methyl)-1H-pyrazol-4-yl]-2-(1H-pyrazol-4-yl)-1,3-thiazole-4-carboxamide CSCC1(CCC1)CN1N=CC(=C1)NC(=O)C=1N=C(SC1)C=1C=NNC1